C(C)C1=C(C(=C(C(=C1)C)CC)C)O 2,5-diethyl-4,6-dimethylphenol